benzyl 2-[3-[4-[(2,6-dioxo-3-piperidyl)amino]-2-fluoro-phenyl]azetidin-1-yl]acetate O=C1NC(CCC1NC1=CC(=C(C=C1)C1CN(C1)CC(=O)OCC1=CC=CC=C1)F)=O